FC(C(=O)C1C(COCC1)=O)(F)F 4-(2,2,2-trifluoroacetyl)tetrahydropyran-3-one